FC1=CC(=C(C=2C=3C(C(NC12)(C)C)=CNN3)C)C3=C1C=NN(C1=CC(=C3)F)S(=O)(=O)C 6-fluoro-8-(6-fluoro-1-methylsulfonylindazol-4-yl)-4,4,9-trimethyl-2,5-dihydropyrazolo[4,3-c]quinoline